ClC=1C=CC2=C(S(CCN2)(=O)=O)N1 6-chloro-1H,2H,3H-4lambda6-pyrido[2,3-b][1,4]thiazine-4,4-dione